COC(CC1=CC=CC=C1)=O (phenyl)acetic acid methyl ester